O=C1OC2(C3=NC=CC=C31)CCC(CC2)C(=O)N[C@H](CCCCCC(CC)=O)C=2NC(=CN2)C2=CC=CC=C2 (1R,4s)-5'-oxo-N-((S)-7-oxo-1-(5-phenyl-1H-imidazol-2-yl)nonyl)-5'H-spiro[cyclohexane-1,7'-furo[3,4-b]pyridine]-4-carboxamide